FC1=C(C=CC=C1F)C=1C=C2CCCC(C2=CC1)NC(O[C@@H]1CN2CCC1CC2)=O (S)-quinuclidin-3-yl (6-(2,3-difluorophenyl)-1,2,3,4-tetrahydronaphthalen-1-yl)carbamate